NC1=CC=C2C(=N1)C=CN2C=2SC=C(N2)C=2C=C(C=CC2)[C@]2(C(N(CC2)C)=O)O (R)-3-(3-(2-(5-Amino-1H-pyrrolo[3,2-b]pyridin-1-yl)thiazol-4-yl)phenyl)-3-hydroxy-1-methylpyrrolidin-2-one